(R)-4-(2-(4-chlorophenyl)-2,3-dihydrobenzo[b][1,4]dioxin-5-yl)piperidine HCl salt Cl.ClC1=CC=C(C=C1)[C@@H]1COC2=C(O1)C=CC=C2C2CCNCC2